ClC=1C=C2C3(C4=C(NC2=CC1)NC(NC4=O)=O)C(NC=4C=CC1=C(C43)C=CC=C1)=O 7'-chloro-1'H-spiro[benzo[e]indole-1,5'-pyrimido[4,5-b]quinoline]-2,2',4'(3H,3'H,10'H)-trione